2-(5-(phenyl-(phenylsulfonyl)methyl)thiophen-2-yl)ethan-1-ol C1(=CC=CC=C1)C(C1=CC=C(S1)CCO)S(=O)(=O)C1=CC=CC=C1